Cl.C(C)OC(=O)[C@@H]1[C@H]([C@H]([C@@H](C1)NC(=N)N)[C@H](C(CC)CC)NC(C)=O)O (1S,2S,3R,4R)-3-[(1S)-1-(acetylamino)-2-ethylbutyl]-4-guanidino-2-hydroxycyclopentanecarboxylic acid ethyl ester hydrochloride